3-amino-1-methyl-5-(3-methylsulfonylphenyl)pyridin-2-one NC=1C(N(C=C(C1)C1=CC(=CC=C1)S(=O)(=O)C)C)=O